C1(CC1)CCN(C1=C2CN(C(C2=CC=C1)=O)C1C(NC(CC1)=O)=O)C1CCC(CC1)NCC1(CCC1)F 3-(4-((2-cyclopropylethyl)((1s,4s)-4-(((1-fluorocyclobutyl)methyl)amino)cyclohexyl)amino)-1-oxoisoindolin-2-yl)piperidine-2,6-dione